COC(=O)NNC1CCC2(CN(C2)C(=O)OC(C)(C)C)CC1 tert-butyl 7-(2-methoxycarbonylhydrazino)-2-azaspiro[3.5]nonane-2-carboxylate